C1(CCC1)C=1C=C(C=CC1)C1=NC(=NC=C1F)NC1CC(CCC1)C(=O)O 3-((4-(3-cyclobutylphenyl)-5-fluoropyrimidin-2-yl)amino)cyclohexane-1-carboxylic acid